FC(C(=O)[O-])=C 2-fluoroprop-2-enoate